1-(pyrazolo[1,5-a]pyridin-7-yl)ethan-1-amine hydrochloride Cl.N1=CC=C2N1C(=CC=C2)C(C)N